CC1CC2=C(CN1C(=O)C=1C=C3C=CC=C(N3C1)C(F)(F)F)C(=NN2)C=2N=CSC2 2-[6-methyl-3-(1,3-thiazol-4-yl)-1H,4H,5H,6H,7H-pyrazolo[4,3-c]pyridine-5-carbonyl]-5-(trifluoromethyl)indolizine